FC=1C=C(CC=2C=C3C(=NNC3=CC2)C=CC2=NC=CC=C2)C=C(C1)F 5-(3,5-difluorobenzyl)-3-(2-(pyridin-2-yl)vinyl)-1H-indazole